BrCC(=O)C1=CC=C(S1)C(=O)N 5-(2-bromoacetyl)thiophene-2-formamide